Cl.N(CCO)(CCO)CCO triethanolamine-hcl